CN1N=C(C=2C1=NN=C(C2)C=2C(NC(NC2)=O)=O)N[C@@H](C)C2=CC=CC=C2 5-[1-methyl-3-[[(1S)-1-phenylethyl]amino]pyrazolo[3,4-c]pyridazin-5-yl]-1H-pyrimidine-2,4-dione